[C@H](C)(CC)[C@H]1C(NC2=C(C3N1C(OC3)=O)C=CC=C2)=O (5S)-5-((S)-sec-butyl)-7,11b-dihydro-1H,3H-benzo[f]oxazolo[3,4-d][1,4]diazepine-3,6(5H)-dione